(4-isopropyl-5-(8-methoxy-[1,2,4]triazolo[1,5-a]pyridin-6-yl)-1H-pyrazol-3-yl)(4-methyl-1,4-diazepan-1-yl)methanone C(C)(C)C=1C(=NNC1C=1C=C(C=2N(C1)N=CN2)OC)C(=O)N2CCN(CCC2)C